6-Bromo-8-(2-cyclohexylethyl)imidazo[1,2-a]pyrazine BrC=1N=C(C=2N(C1)C=CN2)CCC2CCCCC2